Methyl (E)-3-(3-((4-methylbenzyl)carbamoyl)-5-(quinoxalin-6-yl)phenyl)acrylate CC1=CC=C(CNC(=O)C=2C=C(C=C(C2)C=2C=C3N=CC=NC3=CC2)/C=C/C(=O)OC)C=C1